(3-ethylisothiazole-5-yl)methanol C(C)C1=NSC(=C1)CO